6-Amino-3-((1S,3R,4R)-4'-chloro-3-hydroxy-4-(1H-1,2,3-triazol-1-yl)-1',2'-dihydrospiro[cyclopentane-1,3'-pyrrolo[2,3-b]pyridin]-5'-yl)-2-fluoro-N,N-dimethylbenzamide NC1=CC=C(C(=C1C(=O)N(C)C)F)C=1C(=C2C(=NC1)NC[C@@]21C[C@H]([C@@H](C1)N1N=NC=C1)O)Cl